(17Z,20Z)-N,N-dimethylhexacosa-17,20-dien-7-amine CN(C(CCCCCC)CCCCCCCCC\C=C/C\C=C/CCCCC)C